C(C)NS(=O)(=O)CCCN1C2=NC=NC(=C2N=C1SC=1C=C2C(CCC2=CC1I)F)N 3-[6-Amino-8-(3-fluoro-6-iodo-indan-5-ylsulfanyl)-purin-9-yl]-propane-1-sulfonic acid ethylamide